C(C)(C)(C)OC(NC=1SC2=C(N=NC(=C2)Br)N1)=O (3-Bromothiazolo[4,5-c]pyridazin-6-yl)carbamic acid tert-butyl ester